(2R)-1,4-dioxane-2-carboxylic acid O1[C@H](COCC1)C(=O)O